chloroform (chloroformate) ClC(=O)O.C(Cl)(Cl)Cl